2-(1-naphthyl)-4,6-bis(tribromomethyl)-1,3,5-triazine C1(=CC=CC2=CC=CC=C12)C1=NC(=NC(=N1)C(Br)(Br)Br)C(Br)(Br)Br